NC1=C(C(=NN1C1CN(CC1(F)F)C)C1=CC(=C(C=C1)CNC(C1=C(C=CC=C1)OC)=O)F)C(=O)O 5-Amino-1-(4,4-difluoro-1-methylpyrrolidin-3-yl)-3-[3-fluoro-4-[[(2-methoxybenzoyl)amino]methyl]phenyl]pyrazole-4-carboxylic acid